3-methyl-1-pentyl thiol CC(CCS)CC